7-[(3R,4R)-3,4-dihydroxypyrrolidin-1-yl]-6-fluoro-4-oxo-N-[1,1,1,2,2-pentafluoro-4,4-dimethylpentan-3-yl]-1-(2,4,6-trifluorophenyl)-1,4-dihydro-1,8-naphthyridine-3-carboxamide O[C@@H]1CN(C[C@H]1O)C1=C(C=C2C(C(=CN(C2=N1)C1=C(C=C(C=C1F)F)F)C(=O)NC(C(C(F)(F)F)(F)F)C(C)(C)C)=O)F